[Na+].[Na+].P([O-])(=O)(OP(=O)([O-])OP(=O)(O)O)OC[C@@H]1[C@H]([C@H]([C@@H](O1)N1C=NC=2C(N)=NC=NC12)O)O.NC1=NC(=C2C(=N1)N(N=C2)C)NCC2=CC=C(C=C2)S(=O)(=O)N 4-((6-Amino-1-methyl-1H-pyrazolo[3,4-d]pyrimidin-4-yl)aminomethyl)benzenesulfonamide adenosine-5'-triphosphate disodium salt